C(#N)C=1C=NN2C1C(=CC(=C2)OCC(C)(C)O)C=2C=CC(=NC2)N2C[C@@H]1[C@H](C2)CC(C1)(C)NC(OC(C)(C)C)=O tert-butyl ((3aR,5r,6aS)-2-(5-(3-cyano-6-(2-hydroxy-2-methylpropoxy)pyrazolo[1,5-a]pyridin-4-yl)pyridin-2-yl)-5-methyloctahydrocyclopenta[c]pyrrol-5-yl)carbamate